5-oxa-8-azaspiro[3.5]nonane-8-carboxylate C1CCC12OCCN(C2)C(=O)[O-]